NCC1=CC(=C(C=C1)NS(=O)(=O)C1=CC=CC=C1)C=1OC=CC1 N-(4-(aminomethyl)-2-(furan-2-yl)phenyl)benzenesulfonamide